(2S)-4-[3-(benzylamino)propionyloxy]-1-(6-oxo-6-undecyloxy-hexyl)pyrrolidine-2-carboxylic acid [8-(1-octylnonyloxy)-8-oxo-octyl] ester C(CCCCCCC)C(CCCCCCCC)OC(CCCCCCCOC(=O)[C@H]1N(CC(C1)OC(CCNCC1=CC=CC=C1)=O)CCCCCC(OCCCCCCCCCCC)=O)=O